2-[(2,3,4,5,6-pentafluorophenoxy)-naphthalen-1-oxy-phosphorylamino]Benzyl propionate C(CC)(=O)OCC1=C(C=CC=C1)N=P(=O)OC1=C(C=CC2=CC=CC=C12)OC1=C(C(=C(C(=C1F)F)F)F)F